2-(2-fluoro-3-methylbutyl)isoindole-1,3-dione FC(CN1C(C2=CC=CC=C2C1=O)=O)C(C)C